NCC1CC(CC(C1)CN)CN 1,3,5-Tris(amino-methyl)cyclohexan